FC(CC(=O)N1C(CCCC1)C=1NC=C(N1)C1=CC=CC=C1)(C(F)(F)F)F 3,3,4,4,4-pentafluoro-1-(2-(4-phenyl-1H-imidazol-2-yl)piperidin-1-yl)butan-1-one